NC=1C=C(C=C(C1)C(F)(F)F)[C@@H](C)NC=1C2=C(N=C(N1)N1CCCC1)C=NC(=C2)OC N-((R)-1-(3-amino-5-(trifluoromethyl)phenyl)ethyl)-6-methoxy-2-(pyrrolidin-1-yl)pyrido[3,4-d]pyrimidin-4-amine